2-(7-benzyloxy-1H-indol-3-yl)ethylamine C(C1=CC=CC=C1)OC=1C=CC=C2C(=CNC12)CCN